NC=1C2=C(N=CN1)N(C(=C2C(=O)NC2=CC=C(C=C2)COC)C2=CC=C(C=C2)C=O)C2(CC2)C 4-amino-6-(4-formylphenyl)-N-(4-(methoxymethyl)phenyl)-7-(1-methylcyclopropyl)-7H-pyrrolo[2,3-d]pyrimidine-5-carboxamide